COC(=O)C1=CC=2NC(C=3N(C2N=C1)C=C(C3)Br)=O 8-bromo-6-oxo-5,6-dihydropyrido[3,2-e]pyrrolo[1,2-a]pyrazine-3-carboxylic acid methyl ester